C(C1=CC=CC=C1)OC1=NC(=CC=C1N1C(N(C2=C1C=CC(=C2)N2N=C(C(=C2C)CC(=O)O)C)C)=O)OCC2=CC=CC=C2 2-[1-[1-(2,6-dibenzyloxy-3-pyridyl)-3-methyl-2-oxo-benzimidazol-5-yl]-3,5-dimethyl-pyrazol-4-yl]acetic acid